C1(=CC=C(C=C1)/C=C/C=1OC(=CC(C1O)=O)CO)C1=CC=CC=C1 (E)-2-(2-([1,1'-biphenyl]-4-yl)vinyl)-3-hydroxy-6-(hydroxymethyl)-4H-pyran-4-one